3,9-dichloro-2,4,8,10-tetraoxa-3,9-diphosphospiro[5.5]undecane ClC1(OCC2(CO1)COC(OC2)(P(=O)=O)Cl)P(=O)=O